N-[4-chloro-6-(morpholin-4-yl)pyridin-2-yl]acetamide ClC1=CC(=NC(=C1)N1CCOCC1)NC(C)=O